O[C@@H]1CCN(C1)C([C@@H](C(C)C)C1=CC(=NO1)C)=O (2S,4R)-4-hydroxy-1-(3-methyl-2-(3-methylisoxazol-5-yl)butanoyl)pyrrolidine